(bis(3-fluorophenyl)methyl)piperazine FC=1C=C(C=CC1)C(C1=CC(=CC=C1)F)N1CCNCC1